OC1=C(C2OC3=CC(=CC=C3CC2)O)C=CC(=C1)O 2',4',7-trihydroxyflavan